(2R,4r,6S)-2,6-dimethyl-4-((4-(4,4,5,5-tetramethyl-1,3,2-dioxaborolan-2-yl)-1H-pyrazol-1-yl)methyl)piperidine-1-carboxylic acid tert-butyl ester C(C)(C)(C)OC(=O)N1[C@@H](CC(C[C@@H]1C)CN1N=CC(=C1)B1OC(C(O1)(C)C)(C)C)C